2,3-difluoro-4-methoxybenzylamine FC1=C(CN)C=CC(=C1F)OC